NC1CC2=C(C=C(C(=C2CC1)OC)C)OC 2-amino-5,8-dimethoxy-6-methyl-1,2,3,4-tetrahydronaphthalene